azetidin-3-yl-4-hydroxy-1-methylpyrrolidine-2-carboxamide N1CC(C1)C1(N(CC(C1)O)C)C(=O)N